(3Ar)-2,4,4-trimethyl-7-pentyl-3a,9b-dihydro-3H-cyclopenta[c]chromen-9-ol CC1=CC2[C@H](C(OC=3C=C(C=C(C23)O)CCCCC)(C)C)C1